3-(4-Methoxyphenyl)-11H-imidazo[1',2':1,2]pyrido[3,4-b]indole COC1=CC=C(C=C1)C1=CN=C2N1C=CC1=C2NC2=CC=CC=C12